(R)- and (S)-N-(2,4-difluorobenzyl)-13-hydroxy-1,12-dioxo-1,3,4,5,6,7,8,12-octahydro-2,8-methanopyrido[1,2-a][1,4]diazecine-11-carboxamide FC1=C(CNC(=O)C=2C(C(=C3N([C@@H]4CCCCCN(C3=O)C4)C2)O)=O)C=CC(=C1)F |r|